2-(5-aminobenzimidazol-2-yl)benzene NC1=CC2=C(N=C(N2)C2=CC=CC=C2)C=C1